C(C)(C)(C)C=1C=C(C=C(C1O)C(C)(C)C)CCC(=O)OCC(C(=O)O)C 3-((3-(3,5-di-tert-butyl-4-hydroxyphenyl)propionyl)oxy)-2-methylpropionic acid